ethyl 2-(diethylamino)-2-chloro-4-nitrobenzoate C(C)N(C1(C(C(=O)OCC)C=CC(=C1)[N+](=O)[O-])Cl)CC